BrC1=CC(=C(CC2=NC=3C(=NC(=CC3)C(=O)OC)N2CC2(CC2)CC#N)C=C1F)F methyl 2-(4-bromo-2,5-difluorobenzyl)-3-((1-(cyanomethyl)cyclopropyl)methyl)-3H-imidazo[4,5-b]pyridine-5-carboxylate